OCCCCC=1N=CC(=NC1)C(C)C 5-(4-hydroxybutyl)-2-isopropylpyrazine